1-(1-ethyl-5-methyl-1H-pyrazol-4-yl)ethan-1-amine C(C)N1N=CC(=C1C)C(C)N